5-(2-formyl-6-methylphenyl)-6-phenyl-3,5-hexadienoic acid n-butyl ester C(CCC)OC(CC=CC(=CC1=CC=CC=C1)C1=C(C=CC=C1C)C=O)=O